BrC1=CC=C(C=C1)C(CNC(CO)=O)(O)C1=CC=C(C=C1)Cl N-(2-(4-bromophenyl)-2-(4-chlorophenyl)-2-hydroxyethyl)-2-hydroxyacetamide